FC1(CCC(OC1)C1=NC=CC(=C1NC(OC(C)(C)C)=O)C1=NC=CC=C1F)F tert-butyl (2'-(5,5-difluorotetrahydro-2H-pyran-2-yl)-3-fluoro-[2,4'-bipyridin]-3'-yl)carbamate